2-(8-methyl-8-azabicyclo[3.2.1]octan-3-yl)-5-[(5S)-5-methyl-2-piperidyl]-1,3-benzothiazole CN1C2CC(CC1CC2)C=2SC1=C(N2)C=C(C=C1)C1NC[C@H](CC1)C